N-methylazetidin-3-amine hydrogen sulfate S(=O)(=O)(O)O.CNC1CNC1